1-hexadecanoyl-2-(6E-octadecenoyl)-sn-glycero-3-phosphocholine CCCCCCCCCCCCCCCC(=O)OC[C@H](COP(=O)([O-])OCC[N+](C)(C)C)OC(=O)CCCC/C=C/CCCCCCCCCCC